(R)-N-(3,3-diphenylallyl)-N-(1-(4-methoxyphenyl)ethyl)acetamide C1(=CC=CC=C1)C(=CCN(C(C)=O)[C@H](C)C1=CC=C(C=C1)OC)C1=CC=CC=C1